FC(S(=O)(=O)NC1=C(C=CC=C1)C1=CC=C2[C@H]([C@@H](COC2=C1)CC=1N=CSC1)O)(F)F 1,1,1-trifluoro-N-{2-[(3R,4S)-4-hydroxy-3-(1,3-thiazol-4-ylmethyl)-3,4-dihydro-2H-chromen-7-yl]phenyl}-methanesulfonamide